FC(C1=CC=CC(=N1)NC(=O)C=1C(=CC=2N(C1)C=C(N2)C2CCC(CC2)CN2CCC(CC2)C2=CC=C(C=C2)OC2C(NC(CC2)=O)=O)OC(C)C)F N-[6-(difluoromethyl)-2-pyridyl]-2-[4-[[4-[4-[(2,6-dioxo-3-piperidyl)oxy]phenyl]-1-piperidyl]methyl]cyclohexyl]-7-isopropoxy-imidazo[1,2-a]pyridine-6-carboxamide